C1(CC1)[C@H]([C@H](C=1C=NC(=CC1)C(F)(F)F)O)N1C(C2=CC(=CC=C2C1)C=1OC(=NN1)C(F)F)=O |o1:3,4| 2-{(1R*,2S*)-1-cyclopropyl-2-hydroxy-2-[6-(trifluoromethyl)pyridin-3-yl]ethyl}-6-[5-(difluoromethyl)-1,3,4-oxadiazol-2-yl]-2,3-dihydro-1H-isoindol-1-one